8-((4-((3-cyclopropoxy-4-fluorophenyl)(cyclopropylmethyl)amino)cyclohexyl)(methyl)amino)-5-methyl-6-oxo-5,6-dihydro-1,5-naphthyridine-2,7-dicarbonitrile C1(CC1)OC=1C=C(C=CC1F)N(C1CCC(CC1)N(C1=C(C(N(C=2C=CC(=NC12)C#N)C)=O)C#N)C)CC1CC1